ClC1=CC=C(CN2N=CC=C2)C=C1 1-(4'-chlorobenzyl)pyrazole